Tert-butyl-4-(4-(4-fluorophenyl)-1,2,3,4-tetrahydroquinoxaline-1-carboxamido)piperidine C(C)(C)(C)N1CCC(CC1)NC(=O)N1CCN(C2=CC=CC=C12)C1=CC=C(C=C1)F